C(C1=CC=CC=C1)OC=1C=CC=C2C(=C(C(=NC12)Cl)C(C)C)C1=CC(=C(C=C1)F)C 8-benzyloxy-2-chloro-4-(4-fluoro-3-methyl-phenyl)-3-isopropyl-quinoline